C[Si](N1C(=NC=C1)C)(C)C N-(trimethylsilyl)-2-methylimidazole